C1(CCCCCC1)OCC1=C(C=C(C=C1)F)B(O)O (2-[(CYCLOHEPTYLOXY)METHYL]-5-FLUOROPHENYL)BORANEDIOL